2-chloro-N-(4-chloropyridin-3-yl)acetamide tert-butyl-((1-(2-(3-cis-(trifluoromethoxy)cyclobutoxy)acetyl)pyrrolidin-3-yl)methyl)carbamate C(C)(C)(C)N(C(O)=O)CC1CN(CC1)C(COC1(CCC1)OC(F)(F)F)=O.ClCC(=O)NC=1C=NC=CC1Cl